FC(CN1N=NN=C1S)(F)F 1-(2,2,2-trifluoroethyl)-1H-1,2,3,4-tetrazole-5-thiol